S-tert-Butylsulfenamid C(C)(C)(C)SN